ClC1=C(C(=NC(=N1)C)N1CC=2C=C(C=NC2CC1)OC1=CC=C(C=C1)F)C 6-(6-chloro-2,5-dimethyl-pyrimidin-4-yl)-3-(4-fluorophenoxy)-7,8-dihydro-5H-1,6-naphthyridine